2-(3,4-dimethoxyphenyl)-3-isopropyl-N-(4-(4-(2-(pyrrolidin-1-yl)ethyl)piperazin-1-yl)cyclohexyl)-1H-indol-5-amine COC=1C=C(C=CC1OC)C=1NC2=CC=C(C=C2C1C(C)C)NC1CCC(CC1)N1CCN(CC1)CCN1CCCC1